(3S)-3-(fluoromethyl)-4-{[3-methoxy-4-(methoxycarbonyl)phenyl]methyl}piperazine-1-carboxylate FC[C@@H]1CN(CCN1CC1=CC(=C(C=C1)C(=O)OC)OC)C(=O)[O-]